[Pd].C1(=CC=CC=C1)P(CCP(C1=CC=CC=C1)C1=CC=CC=C1)C1=CC=CC=C1.C1(=CC=CC=C1)P(CCP(C1=CC=CC=C1)C1=CC=CC=C1)C1=CC=CC=C1 bis[1,2-bis(diphenylphosphino)ethane] palladium(0)